5-[5-(2,4-difluorophenoxy)-2-methylsulfonylpyrimidin-4-yl]-1-methyl-3-propan-2-ylpyridin-2-one FC1=C(OC=2C(=NC(=NC2)S(=O)(=O)C)C=2C=C(C(N(C2)C)=O)C(C)C)C=CC(=C1)F